2-(((S)-1-(7,7-difluoro-2-((S)-2-methylazetidin-1-yl)-6,7-dihydro-5H-cyclopenta[d]pyrimidin-4-yl)Pyrrolidin-3-yl)oxy)-1-(piperidin-1-yl)ethan-1-one FC1(CCC2=C1N=C(N=C2N2C[C@H](CC2)OCC(=O)N2CCCCC2)N2[C@H](CC2)C)F